N1(CCC1)C(=O)C1=CC=C(C=C1)C1=CNC2=NC=CC(=C21)OC2=C(C=C(C=C2F)NC=2OCC(CN2)(C)C)F Azetidin-1-yl-(4-(4-(4-((5,5-dimethyl-5,6-dihydro-4H-1,3-oxazin-2-yl)amino)-2,6-difluorophenoxy)-1H-pyrrolo[2,3-b]pyridin-3-yl)phenyl)methanone